ClC(C#C)(C)C 3-chloro-3-methyl-1-butyne